4-(2-(hydroxymethyl)-5-(4-(trifluoromethyl)phenyl)piperidin-1-yl)benzoic acid OCC1N(CC(CC1)C1=CC=C(C=C1)C(F)(F)F)C1=CC=C(C(=O)O)C=C1